1-(((4-((2-methyl-1H-indol-5-yl)oxy)-6-methoxyquinolin-7-yl)oxy)methyl)cyclopropylamine CC=1NC2=CC=C(C=C2C1)OC1=CC=NC2=CC(=C(C=C12)OC)OCC1(CC1)N